C(C)(C)(C)OC(=O)N1CC(N(CC1)C(=O)N1CC2(CCCC2)C(CC1)=CN1C=NC(=CC1=O)C1=CC=CC=C1)C1=CC=CC=C1 4-(10-((6-oxo-4-phenylpyrimidin-1(6H)-yl)methylene)-7-azaspiro[4.5]decane-7-carbonyl)-3-phenylpiperazine-1-carboxylic acid tert-butyl ester